3-hydroxy-2-(p-dimethylaminophenyl)flavone OC1C(OC2=CC=CC=C2C1=O)(C1=CC=CC=C1)C1=CC=C(C=C1)N(C)C